NC=1N=C(SC1C(=O)C1=CC=CC=C1)NC1=CC=CC=C1 (4-Amino-2-anilino-1,3-thiazol-5-yl)(phenyl)methanone